(R)-2-((1s,3R)-4,4-difluoro-3-(6-oxo-1,6-dihydropyridin-3-yl)cyclohexyl)-N-(5-fluoropyridin-2-yl)propionamide ethyl-2-amino-3-(5-benzyloxy-1H-indol-3-yl)-4-methoxy-butanoate C(C)OC(C(C(COC)C1=CNC2=CC=C(C=C12)OCC1=CC=CC=C1)N)=O.FC1([C@H](C[C@H](CC1)[C@H](C(=O)NC1=NC=C(C=C1)F)C)C1=CNC(C=C1)=O)F